BrC1=CC2=C(C=N1)N(C=N2)C 6-bromo-3-methyl-3H-imidazo[4,5-c]pyridine